ClC1=CC=C(C=C1)C1=CC2=C(N=C(O2)C2=CC=CC=C2)C=C1 6-(4-chloro-phenyl)-2-phenyl-benzoxazole